C(C1=CC=CC=C1)OC1=C(C=C(CC2=C(C(=NC=C2)N)N)C=C1OCC1=CC=C(C=C1)OC)OC (4-(benzyloxy)-3-methoxy-5-((4-methoxybenzyl)oxy)benzyl)pyridine-2,3-diamine